BrC(C(N1CCC2=CC=C(C=C12)OC(F)(F)F)=O)C1=C(OCCC(C(=O)OC)(C)C)C=C(C=C1)Cl methyl 4-(2-(1-bromo-2-oxo-2-(6-(trifluoromethoxy) indolin-1-yl) ethyl)-5-chlorophenoxy)-2,2-dimethylbutyrate